(tetrahydrofuran-3-yl)-7H-pyrrolo[2,3-d]pyrimidine O1CC(CC1)C=1N=CC2=C(N1)NC=C2